9-(8-(triphenylsilyl)dibenzo[b,d]furan-2-yl)-9H-3,9'-bicarbazole C1(=CC=CC=C1)[Si](C=1C=CC2=C(C3=C(O2)C=CC(=C3)N3C2=CC=CC=C2C=2C=C(C=CC32)N3C2=CC=CC=C2C=2C=CC=CC32)C1)(C1=CC=CC=C1)C1=CC=CC=C1